(1-(4-(3-fluoro-5-(trifluoromethyl)benzyl)pyridin-2-yl)-3-methyl-4-(methylcarbamoyl)-1H-pyrazol-5-yl)methyl acetate C(C)(=O)OCC1=C(C(=NN1C1=NC=CC(=C1)CC1=CC(=CC(=C1)C(F)(F)F)F)C)C(NC)=O